CCCCC(CCCC(CC)O)O undecane-5,9-diol